N-(2-(4-propylpiperazin-1-yl)ethyl)propan-1-amine C(CC)N1CCN(CC1)CCNCCC